6-(4-(2-methoxyphenyl)piperidine-1-yl)-2-azaspiro[3.4]Octane COC1=C(C=CC=C1)C1CCN(CC1)C1CC2(CNC2)CC1